Bis(vinylsulfonyl)-2-propanol C(=C)S(=O)(=O)C(C(C)O)S(=O)(=O)C=C